4-fluoro-N-[(1s,4s)-4-{[6-fluoro-2-(trifluoromethyl)quinolin-4-yl]amino}cyclohexyl]benzamide tert-butyl-2-(1-(3,4-difluorophenyl)-2-methylpropan-2-ylcarbamoyl)pyrrolidine-1-carboxylate C(C)(C)(C)OC(=O)N1C(CCC1)C(NC(CC1=CC(=C(C=C1)F)F)(C)C)=O.FC1=CC=C(C(=O)NC2CCC(CC2)NC2=CC(=NC3=CC=C(C=C23)F)C(F)(F)F)C=C1